Menthoxy-1,2-propanediol C1(CC(C(CC1)C(C)C)OC(C(C)O)O)C